N-((1R,5S,8s)-3-(5-(6-(3-cyanopyrrolo[1,2-b]pyridazin-7-yl)-4-(isopropylamino)pyridin-3-yl)-1,3,4-thiadiazol-2-yl)-3-azabicyclo[3.2.1]octan-8-yl)acetamide C(#N)C1=CC=2N(N=C1)C(=CC2)C2=CC(=C(C=N2)C2=NN=C(S2)N2C[C@H]1CC[C@@H](C2)C1NC(C)=O)NC(C)C